5-Hydroxy-N,N-dimethyltryptamine OC1=CC=C2NC=C(CCN(C)C)C2=C1